ethyl 2-(5-bromo-4-methyl-2-(methylthio)-6-oxopyrimidin-1(6H)-yl)acetate BrC1=C(N=C(N(C1=O)CC(=O)OCC)SC)C